CC=1N=C2N(C=C(N=C2C)NC(=O)C2=NC=C(N=C2)N2CC(CC2)(CNC)F)C1 N-(2,8-dimethylimidazo[1,2-a]pyrazin-6-yl)-5-[3-fluoro-3-(methylaminomethyl)pyrrolidin-1-yl]pyrazine-2-carboxamide